COC([C@H](CC=1C=CC=C2C(CCOC12)(C)C=1N=C(NC1)C1=C(C=CC(=C1)OC=1C(=C2C=CNC2=C(C1F)F)F)F)C)=O.FC1=C(C=CC=C1)C1(CC(C(=O)N)=CC=C1)C(=O)N 3-(2-fluorophenyl)isophthalamide methyl-(2S)-3-(4-(2-(2-fluoro-5-((4,6,7-trifluoro-1H-indol-5-yl)oxy)phenyl)-1H-imidazol-4-yl)-4-methylchroman-8-yl)-2-methylpropanoate